quinolin-4-yl (4-((3-(phenylsulfanyl) prop-1-en-1-yl) oxy) benzyl) carbonate C(OC1=CC=NC2=CC=CC=C12)(OCC1=CC=C(C=C1)OC=CCSC1=CC=CC=C1)=O